FC=1C(=C(C=C(C1F)OCCC)SC1=CC=CC=C1)C1=C(C=C(C=C1)CCCCC)F 3,4-difluoro-2-(2-fluoro-4-pentyl-phenyl)-1-phenylsulfanyl-5-propoxy-benzene